C1N(CC12CCNCC2)C(=O)OC(C)(C)C tert-butyl 2,7-diazaspiro[3.5]nonan-2-carboxylate